3-fluoro-5-((6-(3-methylisoxazol-4-yl)-1-oxo-2,7-naphthyridin-2(1H)-yl)methyl)-N-(2-morpholinoethyl)benzamide FC=1C=C(C(=O)NCCN2CCOCC2)C=C(C1)CN1C(C2=CN=C(C=C2C=C1)C=1C(=NOC1)C)=O